tert-butyl 3-(4-nitro-1,3-dioxoisoindolin-2-yl)-2,6-dioxopiperidine-1-carboxylate [N+](=O)([O-])C1=C2C(N(C(C2=CC=C1)=O)C1C(N(C(CC1)=O)C(=O)OC(C)(C)C)=O)=O